FC(C1=CC=C(C=C1)C(C=CC1=C(C(=C(C(=C1)C)C(=O)OC(C)(C)C)C)OC(C)C)=O)(F)F 1-[4-trifluoromethylphenyl]-3-[3,5-dimethyl-4-tert-butoxycarbonyldimethylmethoxyphenyl]prop-2-en-1-one